C(C)(C)(C)OC(CCCCCCCCCCCCCCCCC(=O)N[C@H](C(=O)OC(C)(C)C)CCCCNC(=O)OCC1=CC=CC=C1)=O (S)-18-((6-(((benzyloxy)carbonyl)amino)-1-(tert-butoxy)-1-oxohexan-2-yl)amino)-18-oxooctadecanoic acid tert-butyl ester